1-(3-fluoro-2-hydroxy-4-(trifluoromethoxy)phenyl)-N-(5-methyl-1-(1H-tetrazol-5-yl)azepan-3-yl)cyclopropane-1-carboxamide FC=1C(=C(C=CC1OC(F)(F)F)C1(CC1)C(=O)NC1CN(CCC(C1)C)C1=NN=NN1)O